5-amino-8-(2,6-dimethylpyridin-4-yl)-2-(((3-methylpyridin-2-yl)methoxy)-[1,2,4]triazolo[1,5-c]pyrimidin-7-yl)benzonitrile NC=1C=CC(=C(C#N)C1)C1=C(C=2N(C=N1)N=C(N2)OCC2=NC=CC=C2C)C2=CC(=NC(=C2)C)C